3-(2,8-diphenylimidazo[1,2-a]pyridin-6-yl)benzenethiol C1(=CC=CC=C1)C=1N=C2N(C=C(C=C2C2=CC=CC=C2)C=2C=C(C=CC2)S)C1